N1C=NC2=C1C=CC(=C2)N2C(OCC2C2=CC=C(C=C2)N2CCCC2)=O 3-(1H-benzo[d]imidazol-5-yl)-4-(4-(pyrrolidin-1-yl)phenyl)oxazolidin-2-one